citric acid-tryptophan salt N[C@@H](CC1=CNC2=CC=CC=C12)C(=O)O.C(CC(O)(C(=O)O)CC(=O)O)(=O)O